C1(CCCC1)/C=C/C(=O)C1=NC=CC=C1 (2E)-3-cyclopentyl-1-(pyridin-2-yl)prop-2-en-1-one